2,3-diphenyl-1-methylcyclopropane C1(=CC=CC=C1)C1C(C1C1=CC=CC=C1)C